COC1=C2C=C(N(C2=CC=C1)CCNC1=CC(=NC=N1)C1=CC(=C(C(=O)O)C=C1)NC)C 4-{6-[2-(4-Methoxy-2-methyl-indol-1-yl)-ethylamino]-pyrimidin-4-yl}-2-methylaminobenzoic acid